1,3,5-trichloroazabenzene ClC1=NC(=CC(=C1)Cl)Cl